FC1(CCNCC1)F 4,4-difluoropiperidin